3-morpholinethanesulfonic acid N1C(COCC1)CCS(=O)(=O)O